NC=1C=C(C(=O)OC)C=C(C1OC)Br methyl 3-amino-5-bromo-4-methoxybenzoate